N-(3-(3,4-dihydroisoquinoline-2(1H)-yl)-2-hydroxypropyl)-2-(4-bromobenzoyl)-1,2,3,4-tetrahydroisoquinoline-6-carboxamide C1N(CCC2=CC=CC=C12)CC(CNC(=O)C=1C=C2CCN(CC2=CC1)C(C1=CC=C(C=C1)Br)=O)O